C(C1=CC=CC=C1)N1CC(CC1)(CC1=CC=CC=C1)C=1C=C2C=NN(C2=CC1C)C=1C=CC(N(C1)C)=O 5-(5-(1,3-dibenzylpyrrolidin-3-yl)-6-methyl-1H-indazol-1-yl)-1-methylpyridin-2(1H)-one